5-Chloro-2-fluoro-4-(oxazol-2-yl)aniline ClC=1C(=CC(=C(N)C1)F)C=1OC=CN1